tert-butyl (5-bromo-7-(N-(1-methylcyclopropyl)sulfamoyl)quinolin-2-yl)(tert-butoxycarbonyl)carbamate BrC1=C2C=CC(=NC2=CC(=C1)S(NC1(CC1)C)(=O)=O)N(C(OC(C)(C)C)=O)C(=O)OC(C)(C)C